4,4-dimethyl-3-isoxazolidinone CC1(C(NOC1)=O)C